C(C1=CC=CC=C1)N1CCC(CC1)C1=CC=CC2=CC=CC=C12 1-benzyl-4-(naphthalen-1-yl)piperidine